C(C=C)(=O)C1(C(=O)O)C(C(=O)O)CCCC1 acryloyl-hexahydrophthalic acid